ClC1=CC=C2C(=N1)C(=CN2)NC2=NC1=C(N2C)C=CC(=C1F)F N-(5-Chloro-1H-pyrrolo[3,2-b]pyridin-3-yl)-4,5-difluoro-1-methyl-1H-benzo[d]imidazol-2-amine